16-Hydroxy-octadecanoic acid OC(CCCCCCCCCCCCCCC(=O)O)CC